CC1SC(OCC1)CCC (±)-4-METHYL-2-PROPYL-1,3-OXATHIANE